2-amino-5-formyl-4-(methylsulfonamido)benzoic acid NC1=C(C(=O)O)C=C(C(=C1)NS(=O)(=O)C)C=O